neodymium (2-methylheptyl) phosphonate P(OCC(CCCCC)C)([O-])=O.[Nd+3].CC(COP([O-])=O)CCCCC.CC(COP([O-])=O)CCCCC